F[C@@]1([C@H](O)C[C@@H](CO)O1)N1C=NC=2C(=O)NC(N)=NC12 3'-deoxy-(3'R)-fluoro-guanosine